myristic acid-d2 C(C(CCCCCCCCCCCC)([2H])[2H])(=O)O